CC1(CCC(CC1)OC1=NN2C(C3=C([C@H](C2)C)C(=NO3)[C@@](C(F)(F)F)(C)O)=C1)O (1R,4r)-1-methyl-4-(((R)-4-methyl-3-((R)-1,1,1-trifluoro-2-hydroxypropan-2-yl)-4,5-dihydroisoxazolo[5,4-c]pyrazolo[1,5-a]pyridin-8-yl)oxy)cyclohexan-1-ol